CN(C(C1=CC=CC=C1)=O)C1(CCC(CC1)=O)C N-methyl-N-(1-methyl-4-oxocyclohexyl)benzamide